2',3,3',4,4'-Pentahydroxychalcone OC1=C(C(/C=C/C2=CC(=C(C=C2)O)O)=O)C=CC(=C1O)O